1-(2-hydroxy-4-methoxyphenyl)-2-(4-methoxyphenyl)ethane-1,2-dione OC1=C(C=CC(=C1)OC)C(C(=O)C1=CC=C(C=C1)OC)=O